4-bromobenzo[d]thiazol-7-amine BrC1=CC=C(C2=C1N=CS2)N